Titanocene Dichloride [Cl-].[Cl-].[CH-]1C=CC=C1.[CH-]1C=CC=C1.[Ti+2]